4-bromo-2-methyl-N,N-bis(methyl-d3)benzamide BrC1=CC(=C(C(=O)N(C([2H])([2H])[2H])C([2H])([2H])[2H])C=C1)C